(3S,4S)-3-((R)-5H-Imidazo[5,1-a]isoindol-5-yl)-7-(methylsulfonyl)chroman-4-ol C=1N=CN2C1C1=CC=CC=C1[C@H]2[C@H]2COC1=CC(=CC=C1[C@H]2O)S(=O)(=O)C